C(CCC)[C@@H]1N[C@H](C2=CC=C(C=C2C1)OC)C1=CC=C(NC2CC(C2)(F)F)C=C1 4-((1S,3S)-3-butyl-6-methoxy-1,2,3,4-tetrahydroisoquinolin-1-yl)-N-(3,3-difluorocyclobutyl)aniline